C(=O)(OCC1C2=CC=CC=C2C2=CC=CC=C12)N[C@H](CO)C N-Fmoc-(S)-2-aminopropan-1-ol